6-bromo-3-(5-cyclopropyl-3-pyridinyl)-1H-thieno[3,2-d]pyrimidine-2,4-dione BrC1=CC=2NC(N(C(C2S1)=O)C=1C=NC=C(C1)C1CC1)=O